2-(2-methoxyethoxyl)ethanol COCCOCCO